N-([2,3'-bipyridin]-6'-yl)-3-chlorobenzamide N1=C(C=CC=C1)C=1C=NC(=CC1)NC(C1=CC(=CC=C1)Cl)=O